N-(2-chloro-4-(trifluoromethyl)phenyl)-1-(4-((1-(2-(2,6-dioxopiperidin-3-yl)-1,3-dioxoisoindolin-5-yl)azetidin-3-yl)ethynyl)-1H-pyrazol-1-yl)cyclopropane-1-carboxamide MonoSodium [Na].ClC1=C(C=CC(=C1)C(F)(F)F)NC(=O)C1(CC1)N1N=CC(=C1)C#CC1CN(C1)C=1C=C2C(N(C(C2=CC1)=O)C1C(NC(CC1)=O)=O)=O